(6-(hydroxy(1-(1-methyl-1H-pyrazol-4-yl)cyclopropyl)methyl)pyridin-3-yl)carbamic acid tert-butyl ester C(C)(C)(C)OC(NC=1C=NC(=CC1)C(C1(CC1)C=1C=NN(C1)C)O)=O